NC[C@@]1([C@@H]2CCN(C[C@H]12)C1=CN=C2C(=N1)NN=C2C2=CC=C1C=CNC(C1=C2)=O)C2=C(C=CC=C2)F 7-(6-((1S,6R,7R)-7-(aminomethyl)-7-(2-fluorophenyl)-3-azabicyclo[4.1.0]heptan-3-yl)-1H-pyrazolo[3,4-b]pyrazin-3-yl)isoquinolin-1(2H)-one